NC=CC(=O)N 3-aminoAcrylamide